6,7-difluoroquinoline-3-carboxamide FC=1C=C2C=C(C=NC2=CC1F)C(=O)N